S(=O)(=O)(O)CCCOC(C(=C)C)=O.COC1=C(N)C=CC(=C1)N1CCC(CC1)C(F)(F)F 2-methoxy-4-(4-(trifluoromethyl)piperidin-1-yl)aniline sulfopropyl-methacrylat